5-isocyanato-(4-isocyanatobut-1-yl)-1,3,3-trimethylcyclohexane N(=C=O)C1CC(CC(C1)(C)CCCCN=C=O)(C)C